N[C@H]1[C@@H](CC2=CC=CC=C12)NC(C(F)(F)F)=O N-((1R,2R)-1-amino-2,3-dihydro-1H-inden-2-yl)-2,2,2-trifluoroacetamide